6-amino-3,5-dibromo-1-[(1E)-3-cyclopropyl-3-oxoprop-1-en-1-yl]pyridazine NC1=C(C=C(NN1\C=C\C(=O)C1CC1)Br)Br